6-(4-isopropyl-3-(5-(1-(tetrahydro-2H-pyran-4-yl)piperidin-4-yl)pyrazin-2-yl)-1H-pyrazol-5-yl)-8-methoxy-[1,2,4]triazolo[1,5-a]pyridine C(C)(C)C=1C(=NNC1C=1C=C(C=2N(C1)N=CN2)OC)C2=NC=C(N=C2)C2CCN(CC2)C2CCOCC2